5-(2-(naphthalen-2-yl)vinyl)-1H-1,2,3-triazole-4-carboxylic acid C1=C(C=CC2=CC=CC=C12)C=CC1=C(N=NN1)C(=O)O